O=C1NC(CCC1C1=CC=C(C=C1)CCC1(CCN(CC1)C(=O)OC(C)(C)C)F)=O tert-butyl 4-[2-[4-(2,6-dioxo-3-piperidyl)phenyl]ethyl]-4-fluoro-piperidine-1-carboxylate